Lauryldimethylaminoacetate C(CCCCCCCCCCC)C(C(=O)[O-])N(C)C